CC1(CCCCC1S)S 2-methylcyclohexane-2,3-dithiol